FC1=C(C(=C(C(=C1F)F)F)F)SSCC ethyl (perfluorophenyl) disulfide